2-hydroxy-4-(2-methoxypyridin-3-yl)cyclohepta-2,4,6-trien-1-one OC=1C(C=CC=C(C1)C=1C(=NC=CC1)OC)=O